9,9-bis(benzylcarboxymethyl)fluorene C(C1=CC=CC=C1)C(C1(C2=CC=CC=C2C=2C=CC=CC12)C(C(=O)O)CC1=CC=CC=C1)C(=O)O